ClC1=C(C=CC(=C1)C)N(C=1C=C(C=CC1)CO)C (3-((2-chloro-4-methylphenyl)(methyl)amino)phenyl)methanol